BrC=1C(=C(C=CC1)C[C@@H]1N(CC[C@@H]([C@@H]1NS(=O)(=O)CF)F)C(=O)OCC1=CC=CC=C1)F benzyl (2S,3R,4S)-2-[(3-bromo-2-fluoro-phenyl)methyl]-4-fluoro-3-(fluoromethylsulfonylamino)piperidine-1-carboxylate